6-[7-tert-butyl-3-(5-methylisoxazol-3-yl)-[1,2,4]triazolo[4,3-b]pyridazin-6-yloxymethyl]-N-cyclopropylnicotinamide C(C)(C)(C)C1=CC=2N(N=C1OCC1=NC=C(C(=O)NC3CC3)C=C1)C(=NN2)C2=NOC(=C2)C